(3s,4s)-4-amino-1-(5-(2-methoxy-6-methylpyridin-3-yl)imidazo[2,1-b][1,3,4]thiadiazol-2-yl)-4-methylpiperidin-3-ol N[C@@]1([C@H](CN(CC1)C1=NN2C(S1)=NC=C2C=2C(=NC(=CC2)C)OC)O)C